3-(N-(2-(5-chlorothiophen-2-yl)-5-(5-methylisothiazol-4-yl)phenyl)sulfamoyl)-4-cyclopropylbenzoic acid ClC1=CC=C(S1)C1=C(C=C(C=C1)C=1C=NSC1C)NS(=O)(=O)C=1C=C(C(=O)O)C=CC1C1CC1